3-((2-chloro-9-((2R,3R,4S)-3,4-dihydroxytetrahydrothiophen-2-yl)-9H-purin-6-ylamino)methyl)benzoic acid ClC1=NC(=C2N=CN(C2=N1)[C@@H]1SC[C@H]([C@H]1O)O)NCC=1C=C(C(=O)O)C=CC1